(rac)-((1S,2R,4R)-2-(2-(1,3-dioxolan-2-yl)ethyl)-2-((tert-butyldiphenylsilyl)methyl)bicyclo[2.1.1]hexan-1-yl)(naphthalen-2-yl)methanone O1C(OCC1)CC[C@@]1(C2(CC(C1)C2)C(=O)C2=CC1=CC=CC=C1C=C2)C[Si](C2=CC=CC=C2)(C2=CC=CC=C2)C(C)(C)C |r|